6,7-difluoro-3,4-dihydroquinazoline FC=1C=C2CNC=NC2=CC1F